2-{3-[2-({4-[3-(2-hydroxyphenyl)thieno[2,3-c]pyridazin-6-yl]piperidin-1-yl}methyl)pyrimidin-5-yl]-1,2-oxazol-5-yl}-3-methylbutanoic acid OC1=C(C=CC=C1)C1=CC2=C(N=N1)SC(=C2)C2CCN(CC2)CC2=NC=C(C=N2)C2=NOC(=C2)C(C(=O)O)C(C)C